tert-butyl (3R,4R)-3-(dibenzylamino)-4-(2-methoxy ethoxy)pyrrolidine-1-carboxylate C(C1=CC=CC=C1)N([C@@H]1CN(C[C@H]1OCCOC)C(=O)OC(C)(C)C)CC1=CC=CC=C1